C12(CC3CC(CC(C1)C3)C2)N2CCN(CC2)C(=O)C2=NN(C(=C2C)C2=CC=C(C=C2)Cl)C2=C(C=C(C=C2)Cl)Cl (4-((3s,5s,7s)-adamantan-1-yl)piperazin-1-yl)(5-(4-chloro-phenyl)-1-(2,4-dichlorophenyl)-4-methyl-1H-pyrazol-3-yl)-methanone